C(#N)C(=CC=1C=C(OCCC(=O)N)C=CC1)C1=NC=C(C=C1)C(F)(F)F 3-(3-(2-cyano-2-(5-(trifluoromethyl)pyridin-2-yl)vinyl)phenoxy)propanamide